NC1=NC=C(C2=C1C(=NN2C)C2=CC(=C(C=C2)NS(=O)(=O)C(F)F)O[C@@H](C)C2=CC=C(C=C2)F)C=2C=NN(C2)C2CN(C2)C (S)-N-(4-(4-amino-1-methyl-7-(1-(1-methylazetidin-3-yl)-1H-pyrazol-4-yl)-1H-pyrazolo[4,3-c]pyridin-3-yl)-2-(1-(4-fluorophenyl)ethoxy)phenyl)-1,1-difluoromethanesulfonamide